2-methyl-4,6-bistrichloromethyltriazine CN1NC(=CC(=N1)C(Cl)(Cl)Cl)C(Cl)(Cl)Cl